C(CCCCC(=S)OCCC[Si](OCC)(OCC)OCC)(=S)OCCC[Si](OCC)(OCC)OCC bis-(3-triethoxysilyl-1-propyl) dithioadipate